(S)-2-amino-2-methylpentanoic acid N[C@](C(=O)O)(CCC)C